5-bromo-4-(2,4-difluorophenoxy)-2-methoxyaniline BrC=1C(=CC(=C(N)C1)OC)OC1=C(C=C(C=C1)F)F